2-[(3,5-dimethylphenyl)sulfinyl]Thioxanthone CC=1C=C(C=C(C1)C)S(=O)C1=CC=2C(C3=CC=CC=C3SC2C=C1)=O